3-[(2,1,3-benzothiadiazol-4-yl)methyl]-2,3-dihydro-1,3-thiazol-2-imine hydrobromide salt Br.N=1SN=C2C1C=CC=C2CN2C(SC=C2)=N